1-(7-(6-chloro-8-fluoro-7-(6-fluoro-1H-indazol-7-yl)-2-(((S)-1-methylpyrrolidin-2-yl)methoxy)quinazolin-4-yl)-2,7-diazaspiro[3.5]nonan-2-yl)prop-2-en-1-one ClC=1C=C2C(=NC(=NC2=C(C1C=1C(=CC=C2C=NNC12)F)F)OC[C@H]1N(CCC1)C)N1CCC2(CN(C2)C(C=C)=O)CC1